C(#C)C([C@@H]1[C@H](C[C@@H](O1)N1C(=O)NC(=O)C=C1)O)O 5'-ethynyl-2'-deoxyuridine